(2S)-2-[(2S)-2-[(2S)-3-(4-hydroxyphenyl)-2-{[(2S)-pyrrolidin-2-yl]formamido}propanamido]-3-(1,3-thiazol-4-yl)propanamido]-5,5-dimethylhexanoic acid OC1=CC=C(C=C1)C[C@@H](C(=O)N[C@H](C(=O)N[C@H](C(=O)O)CCC(C)(C)C)CC=1N=CSC1)NC(=O)[C@H]1NCCC1